C(C1=CC=CC=C1)OCCOCCC(C#CC(F)(F)F)NS(=O)C(C)(C)C N-(1-(2-(benzyloxy)ethoxy)-6,6,6-trifluorohex-4-yn-3-yl)-2-methylpropane-2-sulfinamide